C1=NC=C(C2=CC=CC=C12)N1[C@H](C=2C=CC=3C=C(N=CC3C2C1=O)C(F)(F)F)C#N (R)-2-(isoquinolin-4-yl)-1-oxo-7-(trifluoromethyl)-2,3-dihydro-1H-pyrrolo[3,4-H]isoquinoline-3-carbonitrile